C(OC1CC(C1)(C)C)(OC1=CC=C(C=C1)[N+](=O)[O-])=O 3,3-dimethylcyclobutyl (4-nitrophenyl) carbonate